5-fluoro-pyridin-4-amine FC=1C(=CC=NC1)N